(S)-(4-(5-fluorobenzo[d]oxazol-2-yl)-6,7-dihydro-1H-imidazo[4,5-c]pyridin-5(4H)-yl)(2-(trifluoromethyl)pyrazolo[1,5-a]pyridin-3-yl)methanone FC=1C=CC2=C(N=C(O2)[C@H]2N(CCC3=C2N=CN3)C(=O)C=3C(=NN2C3C=CC=C2)C(F)(F)F)C1